1-(2-Chloropyrimidin-4-yl)cyclohexanecarboxylic acid methyl ester COC(=O)C1(CCCCC1)C1=NC(=NC=C1)Cl